C(CC)C1=C(C=CC=C1)O propyl-phenol